ClC1=CC=C2C=CC(C2=C1)(C)C 6-chloro-1,1-dimethyl-1H-indene